C1(CCCCC1)NC(=O)NC=1C=C(C(=O)N)C=CC1N1CCN(CC1)C(C1=CC=CC=C1)C1=CC=CC=C1 3-[[(cyclohexylamino)carbonyl]amino]-4-[4-(diphenylmethyl)-1-piperazinyl]-benzamide